butyl (3,6-dichloropyridazin-4-yl)(4-methoxybenzyl)carbamate ClC=1N=NC(=CC1N(C(OCCCC)=O)CC1=CC=C(C=C1)OC)Cl